FC(C1=NNC(=N1)C1=NC=CC=C1)(F)F.FC(C1=NNC(=N1)C1=NC=CC=C1)(F)F.[Os+2] osmium (II) bis(3-(trifluoromethyl)-5-(2-pyridinyl)-1,2,4-triazole)